ClC1=C(C=NC(=C1)[C@H](CCC)O)C1=NC=C2C=C(N=CC2=C1)NC(=O)C1CC1 (S)-N-(7-(4-chloro-6-(1-hydroxybutyl)pyridin-3-yl)-2,6-naphthyridin-3-yl)cyclopropanecarboxamide